N1=CN=C(C2=C1NC=C2)NC=2C=NN(C2)C2(CN(C2)S(=O)(=O)CC)CC#N 2-(3-(4-((7H-pyrrolo[2,3-d]pyrimidin-4-yl)amino)-1H-pyrazol-1-yl)-1-(ethylsulfonyl)azetidin-3-yl)acetonitrile